N(O)[2H] hydroxylamine-d